CC(C(=O)C1=CC=C(C=C1)SC)(C)N1CCOCC1 2-methyl-[4'-(methylthio)phenyl]-2-morpholino-1-propanone